vinyl-tri(trifluoroethoxy)silane C(=C)[Si](OCC(F)(F)F)(OCC(F)(F)F)OCC(F)(F)F